CNC=1SC(=C(N1)C1=CC=CC=C1)OC1=CC(=NC=C1)NC1=CC=C(C(=O)OC)C=C1 methyl 4-((4-((2-(methylamino)-4-phenylthiazol-5-yl)oxy)pyridin-2-yl)amino)benzoate